Cl.CC1=C(C(=O)NC2=C(C=C(C=C2)S(N[C@@H](C)C2CCN(CC2)C)(=O)=O)C)C=CC=C1 (S)-2-methyl-N-(2-methyl-4-(N-(1-(1-methylpiperidin-4-yl)ethyl)sulfamoyl)phenyl)benzamide hydrochloride